OC1=C(C=CC=C1)C1=CC=2N3CCNC[C@H]3CNC2N=N1 (10S)-4-(2-hydroxyphenyl)-1,5,6,8,12-pentazatricyclo[8.4.0.02,7]tetradeca-2(7),3,5-trien